1-(2-((1-((dimethylamino)methyl)cyclopropyl)methoxy)-6-(3-hydroxy-8-iodo-1-naphthoyl)-6,7-dihydro-5H-pyrrolo[3,4-d]pyrimidin-4-yl)azepan-3-one CN(C)CC1(CC1)COC=1N=C(C2=C(N1)CN(C2)C(=O)C2=CC(=CC1=CC=CC(=C21)I)O)N2CC(CCCC2)=O